1-methyl-3-methylimidazolium chloride salt [Cl-].CN1C=[N+](C=C1)C